3-(4-(5-(difluoromethyl)-1,3,4-oxadiazol-2-yl)benzyl)-1-(1-methylpiperidin-4-yl)-5-(4-(trifluoromethyl)phenyl)-1,3-dihydro-2H-benzo[d]imidazol-2-one FC(C1=NN=C(O1)C1=CC=C(CN2C(N(C3=C2C=C(C=C3)C3=CC=C(C=C3)C(F)(F)F)C3CCN(CC3)C)=O)C=C1)F